N1C=CC2=C(C=CC=C12)CN(CCC(=O)O)C=1SC(=C(N1)C1=CC(=C(C=C1)Cl)Cl)CC(C)C 3-(((1H-indol-4-yl)methyl)(4-(3,4-dichlorophenyl)-5-isobutylthiazol-2-yl)amino)propionic acid